5,6-dimethylbenzothiazole-2-carbaldehyde CC=1C(=CC2=C(N=C(S2)C=O)C1)C